ClC=1C(=C(C=CC1Cl)NC1=NC=NC2=CC(=C(C=C12)OC1CC(C1)NC(C#C)=O)OC)F N-(3-((4-((3,4-dichloro-2-fluorophenyl)amino)-7-methoxyquinazolin-6-yl)oxy)cyclobutyl)propiolamide